FC=1C=C2C(=NC1)N(C=C2C2=NC(=CC(=N2)NC2C(C1CCC2CC1)C(=O)OC)C=1OC=CC1)S(=O)(=O)C1=CC=C(C)C=C1 (+/-)-trans-methyl 3-((2-(5-fluoro-1-tosyl-1H-pyrrolo[2,3-b]pyridin-3-yl)-6-(furan-2-yl) pyrimidin-4-yl)amino)bicyclo[2.2.2]octane-2-carboxylate